(e)-2-(2-((tert-butyl-dimethylsilyl)oxy)-vinyl)isoindoline-1,3-dione [Si](C)(C)(C(C)(C)C)O/C=C/N1C(C2=CC=CC=C2C1=O)=O